(4-((6,7-dimethoxyquinazolin-4-yl)thio)butyl)phosphonic acid COC=1C=C2C(=NC=NC2=CC1OC)SCCCCP(O)(O)=O